ethyl 4-((1H-indol-4-yl) amino)-7-fluoro-1H-indole-2-carboxylate N1C=CC2=C(C=CC=C12)NC1=C2C=C(NC2=C(C=C1)F)C(=O)OCC